[Br-].ClCCC[S+](C)CCO (3-chloropropyl)(2-hydroxyethyl)methyl-sulfonium bromide